C(CCC)(=O)[O-].CC[Mg+] 2-ethyl-magnesium butyrate